O=C1NC(CC[C@@H]1N1C(N(C2=C1C=CC=C2C2CCN(CC2)CC2CCC(CC2)N2N=C1C=C(C(=CC1=C2)NC(=O)C2=NC(=CC=C2)C(F)(F)F)C)C)=O)=O N-[2-[4-[[4-[1-[(3S)-2,6-dioxo-3-piperidyl]-3-methyl-2-oxo-benzimidazol-4-yl]-1-piperidyl]methyl]cyclohexyl]-6-methyl-indazol-5-yl]-6-(trifluoromethyl)pyridine-2-carboxamide